[3-[6-methoxy-5-[[6-(trifluoromethyl)pyridine-2-carbonyl]amino]indazol-2-yl] cyclobutyl]methyl methanesulfonate CS(=O)(=O)OCC1CC(C1)N1N=C2C=C(C(=CC2=C1)NC(=O)C1=NC(=CC=C1)C(F)(F)F)OC